[Al].C(C)O[Si](OCC)(OCC)OCC tetraethylorthosilicate aluminum salt